BrC1=CC=2C3(C4=CC(=CC=C4C2C=C1)Br)CC(C3)(CBr)CBr 2',7'-dibromo-3,3-bis(bromomethyl)spiro[cyclobutane-1,9'-fluorene]